FC1=CC(=C(C(=C1)C(C)C)NC(=O)NS(=O)(=O)C=1OC2=C(C1)C(CCC2)(C)O)C(C)C N-((4-fluoro-2,6-diisopropylphenyl)carbamoyl)-4-hydroxy-4-methyl-4,5,6,7-tetrahydrobenzofuran-2-sulfonamide